nitrophenyl caprylate (octanoate) C(CCCCCCC)(=O)O.C(CCCCCCC)(=O)OC1=C(C=CC=C1)[N+](=O)[O-]